5-((S)-2-(aminooxy)-3-(tert-butoxy)-3-oxopropoxy)-2-((R)-3-((tert-butoxycarbonyl)amino)-2-((tert-butyldimethylsilyl)oxy)propyl)-1-methyl-2H-indazol-1-ium NO[C@@H](COC1=CC2=CN([N+](=C2C=C1)C)C[C@@H](CNC(=O)OC(C)(C)C)O[Si](C)(C)C(C)(C)C)C(=O)OC(C)(C)C